(4-chloro-6-phenyl-1,3,5-triazin-2-yl)-4-phenyl-9H-carbazole ClC1=NC(=NC(=N1)C1=CC=CC=C1)C1=CC=C(C=2C3=CC=CC=C3NC12)C1=CC=CC=C1